CC1N(CCC(C1)C)CCCN1C(CC(CC1)C)C 1-[3-(2,4-dimethylpiperidine-1-yl)propyl]-2,4-dimethylpiperidine